copper-titanium-platinum [Pt].[Ti].[Cu]